(3R)-2-hydroxy-3-(2-isobutyramido-2-(4-phosphonophenyl)acetamido)-3,4-dihydro-2H-benzo[e][1,2]oxaborinine-8-carboxylic acid OB1OC2=C(C[C@@H]1NC(C(C1=CC=C(C=C1)P(=O)(O)O)NC(C(C)C)=O)=O)C=CC=C2C(=O)O